(3R)-1-(4'-chloro-2-methylsulfanyl-spiro[5,8-dihydropyrano[4,3-d]pyrimidine-7,1'-indane]-4-yl)-3-methyl-piperidin-3-ol ClC1=C2CCC3(C2=CC=C1)CC=1N=C(N=C(C1CO3)N3C[C@@](CCC3)(O)C)SC